N-[4-(9-phenyl-9H-carbazol-3-yl)phenyl]-N-(1,1':3',1''-terphenyl-4-yl)-9,9-Dimethyl-9H-fluoren-2-amine C1(=CC=CC=C1)N1C2=CC=CC=C2C=2C=C(C=CC12)C1=CC=C(C=C1)N(C1=CC=2C(C3=CC=CC=C3C2C=C1)(C)C)C1=CC=C(C=C1)C1=CC(=CC=C1)C1=CC=CC=C1